2-(1,5-dimethyl-3-phenyl-1H-pyrrol-2-yl)-2-(allylimino)-N-(4-(4-(5-fluoropyrimidin-2-yl)piperazin-1-yl)phenyl)acetamide CN1C(=C(C=C1C)C1=CC=CC=C1)C(C(=O)NC1=CC=C(C=C1)N1CCN(CC1)C1=NC=C(C=N1)F)=NCC=C